2-[(4-cyclopropylphenyl)amino]-4-[(1-oxo-1,2,3,4-tetrahydroisoquinolin-5-yl)amino]pyrimidine-5-carboxamide C1(CC1)C1=CC=C(C=C1)NC1=NC=C(C(=N1)NC1=C2CCNC(C2=CC=C1)=O)C(=O)N